FC=1C(=C2C=3N([C@H](CO2)C)C=C(C(C3C1)=O)C(=O)O)N1C[C@@H](N(CC1)C(=O)OC(C)(C)C)CO (R)-9-fluoro-2,3-dihydro-3-methyl-10-(4-t-butoxycarbonyl-3-hydroxymethyl-1-piperazinyl)-7-oxo-(3S)-7H-pyrido[1,2,3-de]-1,4-benzoxazine-6-carboxylic acid